6-bromo-3-(methyl-d3)quinoline BrC=1C=C2C=C(C=NC2=CC1)C([2H])([2H])[2H]